C(#N)C=1C=C(C=NC1)S(=O)(=O)N(CC)C(C(F)(F)F)C1=C(C=C(C=C1)F)F 5-cyano-N-(1-(2,4-difluorophenyl)-2,2,2-trifluoroethyl)-N-ethylpyridine-3-sulfonamide